ClC=1C=C(C=C(C1)Cl)C1=C2C=CC(=C(C2=CC=C1)N(C)C)C(=O)NN1CCOC2=C1C=CC=C2 5-(3,5-dichlorophenyl)-N-(2,3-dihydro-1,4-benzoxazin-4-yl)-1-(dimethylamino)naphthalene-2-carboxamide